8,8'-((((1S,4S)-4-HYDROXYCYCLOHEXYL)METHYL)AZANEDIYL)BIS(N,N-DIDECYLOCTANAMIDE) OC1CCC(CC1)CN(CCCCCCCC(=O)N(CCCCCCCCCC)CCCCCCCCCC)CCCCCCCC(=O)N(CCCCCCCCCC)CCCCCCCCCC